BrC1=CC=C(C=C1)N(C1=CC=C(C=O)C=C1)C1=CC=CC=C1 4-((4-bromophenyl)(phenyl)amino)benzaldehyde